(1r,3r)-N-cyclopropyl-3-((5-(1-(2,2-difluoroethyl)-2-methyl-1H-benzo[d]imidazol-6-yl)-4-methoxypyrrolo[2,1-f][1,2,4]triazin-2-yl)amino)-1-methylcyclobutane-1-carboxamide C1(CC1)NC(=O)C1(CC(C1)NC1=NN2C(C(=N1)OC)=C(C=C2)C=2C=CC1=C(N(C(=N1)C)CC(F)F)C2)C